4-(3-(2-(Difluoromethyl)-6-methoxy-2H-indazol-5-yl)-4-fluorophenyl)-7-ethyl-7H-imidazo[4,5-c]pyridazine FC(N1N=C2C=C(C(=CC2=C1)C=1C=C(C=CC1F)C=1C2=C(N=NC1)N(C=N2)CC)OC)F